[Na+].C(C=C)OC(C(=O)[O-])OCC=C diallyloxyacetic acid sodium salt